NCCC(C#CC=1C(=C(C(=CC1)O)N1CC(NS1(=O)=O)=O)F)C 5-(3-(5-amino-3-methylpent-1-yn-1-yl)-2-fluoro-6-hydroxyphenyl)-1,2,5-thiadiazolidin-3-one 1,1-dioxide